ClC=1C=CC2=C(C3=C(O2)C=C(C(=C3)N3C2=CC=CC=C2C=2C=CC=CC32)N3C2=CC=CC=C2C=2C=CC=CC32)C1 9,9'-(8-chlorodibenzo[b,d]furan-2,3-diyl)bis(9H-carbazole)